P(=O)(OCC)(OCC[N+](C)(C)C)[O-] ethyl 2-(trimethylammonio)ethyl phosphate